4-formyl-bicyclo[2.2.2]octane-1-carboxylic acid benzyl ester C(C1=CC=CC=C1)OC(=O)C12CCC(CC1)(CC2)C=O